methyl N-[2-[[(1,4-dimethyl-3-phenyl-1H-pyrazol-5-yl) oxy] methyl] phenyl]-N-methoxycarbamate CN1N=C(C(=C1OCC1=C(C=CC=C1)N(C(OC)=O)OC)C)C1=CC=CC=C1